C[C@]1(N(CCC1)C(=O)C1=CC2=C(C(C=3C(=NSN3)C2=O)=O)S1)C(=O)O methyl-(4,8-dioxo-4,8-dihydrothieno[2',3':4,5]benzo[1,2-c][1,2,5]thiadiazole-6-carbonyl)-D-proline